(4-cyclopentylphenyl)cyclopropane-1-carbonitrile C1(CCCC1)C1=CC=C(C=C1)C1(CC1)C#N